OC=1N(C(N(C1O)CO)=O)CO 4,5-dihydroxyl-1,3-bis(hydroxymethyl)-2-imidazolone